OC(CCC)C1=CC(=C(C=N1)C1=NC=C2C=C(N=CC2=C1)NC([C@@H](C)OC)=O)C (2R)-N-(7-(6-(1-hydroxybutyl)-4-methylpyridin-3-yl)-2,6-naphthyridin-3-yl)-2-methoxypropanamide